iso-pentyl valproate C(C(CCC)CCC)(=O)OCCC(C)C